7-bromo-3-ethyl-8-methoxy-3-methyl-5-phenyl-2,3,4,5-tetrahydro-1,5-benzothiazepine BrC=1C(=CC2=C(N(CC(CS2)(C)CC)C2=CC=CC=C2)C1)OC